C(CCC)OCCC1=CC=CC=C1 (2-butoxyethyl)-benzene